O=C1C2=C(CS1)C=CC=C2 3-oxobenzo[c]thiophene